(R)-6-(4-fluorophenyl)-4-((1-(2-(trifluoromethyl)pyrimidin-5-yl)ethyl)amino)quinazolin-8-ol FC1=CC=C(C=C1)C=1C=C2C(=NC=NC2=C(C1)O)N[C@H](C)C=1C=NC(=NC1)C(F)(F)F